[Ni].[Ni].[Ni].[Mo] Molybdenum trinickel